3-ammoniopropyl chloride [NH3+]CCCCl